ClC=1C=CC2=C([C@@H](C[C@@H](O2)C(=O)NC23CC(C2)(C3)C3=NN(C=C3)[C@@H]3C[C@@H](C3)OC(F)(F)F)O)C1 (2R,4R)-6-chloro-4-hydroxy-N-(3-{1-[cis-3-(trifluoromethoxy)cyclobutyl]-1H-pyrazol-3-yl}bicyclo[1.1.1]pentan-1-yl)-3,4-dihydro-2H-1-benzopyran-2-carboxamide